COC=1C=C(CN(C2=CC=C(C=C2)CN2CCOCC2)CC2=CC(=CC=C2)OC)C=CC1 N,N-bis(3-methoxybenzyl)-4-(morpholinomethyl)aniline